NC=1C2=C(N=CN1)N(C=C2C2=CC=C(C=1N2C=CN1)NC(=O)NC1=NOC(=C1)C1(CCC1)C)C1CC1 1-(5-(4-amino-7-cyclopropyl-7H-pyrrolo[2,3-d]pyrimidin-5-yl)imidazo[1,2-a]pyridin-8-yl)-3-(5-(1-methylcyclobutyl)-isoxazol-3-yl)urea